2-chloro-7-(hydroxymethyl)-7-methyl-6H-pyrrolo[3,4-b]pyridin-5-one ClC1=CC=C2C(=N1)C(NC2=O)(C)CO